6-amino-5-(3-methoxy-2,6-dimethyl-phenyl)-2-[5-(trifluoromethyl)-3,4-dihydropyrazol-5-yl]pyrrolo[2,3-b]pyrazine-7-carboxamide NC1=C(C=2C(=NC=C(N2)C2(CCN=N2)C(F)(F)F)N1C1=C(C(=CC=C1C)OC)C)C(=O)N